C(C)(C)(C)OC(=O)N1[C@@H](CCC1)COC=1C(=NC(=CC1)Cl)F (S)-2-(((6-chloro-2-fluoropyridin-3-yl)oxy)methyl)pyrrolidine-1-carboxylic acid tert-butyl ester